1-(4-cyano-3-fluoro-2-methyl-phenyl)-6-cyclopropyl-2-oxo-pyridine-3-carboxylic acid C(#N)C1=C(C(=C(C=C1)N1C(C(=CC=C1C1CC1)C(=O)O)=O)C)F